ClC=1C(=C(C(=CC1Cl)O)C(NS(=O)C(C)(C)C)C1CCNCC1)F N-[(3,4-dichloro-2-fluoro-6-hydroxyphenyl)(piperidin-4-yl)methyl]2-methylpropane-2-sulfinamide